3-chlorobenzoyl-caprolactam ClC=1C=C(C(=O)C2C(=O)NCCCC2)C=CC1